2-Methyl-1-(2-(4-phenyl-1H-imidazol-2-yl)piperidin-1-yl)butan-1-one CC(C(=O)N1C(CCCC1)C=1NC=C(N1)C1=CC=CC=C1)CC